(S)-4-(4-hydroxy-3-iodophenyl)-5-oxoOxazolidine-3-carboxylic acid benzyl ester C(C1=CC=CC=C1)OC(=O)N1COC([C@@H]1C1=CC(=C(C=C1)O)I)=O